hexaene-4-carbonitrile C=CCC(CC)C#N